(12S)-6-(Benzyloxy)-18-cyclopropyl-20-nitro-6-(trifluoromethyl)-22-oxa-3,4,16,21-tetraazatetracyclo[15.3.1.12,5.012,16]docosa-1(21),2,4,9,17,19-hexaene C(C1=CC=CC=C1)OC1(C2=NN=C(C=3C(=CC(=C(N4CCC[C@H]4CC=CCC1)N3)C3CC3)[N+](=O)[O-])O2)C(F)(F)F